2-O-ethyl-3-O-(2-hydroxyisobutyl)ascorbic acid C(C)OC=1C(=O)O[C@@H](C1OCC(C)(C)O)[C@@H](O)CO